2-(4-(5-(ethyl(2-methoxybenzyl)amino)pentyl)phenyl)-5,7-dihydroxy-8-methoxy-4H-chromen-4-one, hydrochloride Cl.C(C)N(CCCCCC1=CC=C(C=C1)C=1OC2=C(C(=CC(=C2C(C1)=O)O)O)OC)CC1=C(C=CC=C1)OC